cumyl dithiobenzoate (2-phenylpropan-2-yl dithiobenzoate) C1(=CC=CC=C1)C(C)(C)C1=C(C(=S)S)C=CC=C1.C(C1=CC=CC=C1)(=S)SC(C)(C)C1=CC=CC=C1